N-(3-hydroxy-4-(2-methylallyl)phenyl)acetamide OC=1C=C(C=CC1CC(=C)C)NC(C)=O